2-(1-(4-(trifluoromethyl)phenyl)-cyclopropyl)-5,6,7,8-tetrahydro-pyrido-[4,3-d]pyrimidin-4(3H)-one FC(C1=CC=C(C=C1)C1(CC1)C=1NC(C2=C(N1)CCNC2)=O)(F)F